ClC1=C(C=C(C=C1)NC1=NC(=CC(=N1)C)NC)N1N=CC(=C1)CO (1-(2-chloro-5-((4-methyl-6-(methylamino)pyrimidin-2-yl)amino)phenyl)-1H-pyrazol-4-yl)methanol